C(C1=CC=CC=C1)NS(=O)(=O)C=1C(=CC(=C(C1)O)O)C1=CC=C(C=C1)C(F)(F)F N-benzyl-4,5-dihydroxy-4'-(trifluoromethyl)-[1,1'-biphenyl]-2-sulfonamide